5-chloro-4-(3,6-dihydro-2H-pyran-4-yl)-2-(4-pyridyl)-1H-pyrimidin-6-one ClC1=C(N=C(NC1=O)C1=CC=NC=C1)C=1CCOCC1